ClC1=C(C=CC=C1)C=1N=C(SC1SC(C)C)N1N=C(C(=C1C(=O)O)C1=CC(=NC(=C1)C)C)C 1-(4-(2-chlorophenyl)-5-(isopropylthio)thiazol-2-yl)-4-(2,6-dimethylpyridin-4-yl)-3-methyl-1H-pyrazole-5-carboxylic acid